NC1=NC(=CC(=N1)N1N=NC2=C1C=CC(=C2)O)CC=2OC=CC2 1-{2-amino-6-[(furan-2-yl)methyl]pyrimidin-4-yl}-1H-1,2,3-benzotriazol-5-ol